3-(4-(((1R,3R,4R)-4-amino-3-fluorocyclohexyl)(2-cyclopropylethyl)amino)-1-oxoisoindolin-2-yl)piperidine-2,6-dione N[C@H]1[C@@H](C[C@@H](CC1)N(C1=C2CN(C(C2=CC=C1)=O)C1C(NC(CC1)=O)=O)CCC1CC1)F